CNS(=O)(=O)C1=CC(=C(C=C1)OC1=CC=C(C=C1)C(F)(F)F)C=1N=C2N(C1)CC[C@@H]2C |o1:29| (S)- or (R)-N-methyl-3-(7-methyl-6,7-dihydro-5H-pyrrolo[1,2-a]imidazol-2-yl)-4-[4-(trifluoromethyl)phenoxy]benzene-1-sulfonamide